ClCOC(CC1CC1)=O 2-Cyclopropylacetic acid chloromethyl ester